N1=CC(=CC=C1)OCCN 2-(pyridin-3-yloxy)ethylamine